4-(4-cyanophenyl)-1,5-dimethyl-1H-pyrazole-3-carboxylic acid C(#N)C1=CC=C(C=C1)C=1C(=NN(C1C)C)C(=O)O